ClC1=C(CN2N=C3C4=C(CCC3=C2)OC(=C4C)C(=O)NC4=C(C=C(C=C4)F)F)C(=CC=C1)F 2-(2-chloro-6-fluorobenzyl)-N-(2,4-difluorophenyl)-8-methyl-4,5-dihydro-2H-furo[2,3-g]indazole-7-carboxamide